C1(OCC=2C(NC=CC21)=O)=O 3,5-dihydrofuro[3,4-c]pyridine-1,4-dione